C(C=C)(=O)NC(C)(C)C N-acryloyltrimethyl-methyl-amine